COC1=CC=CC(=N1)C(C)=O 1-(6-methoxypyridin-2-yl)ethanone